N-(6-((2R,4S)-2-(6-cyclopropylimidazo[1,2-a]pyridin-2-yl)-4-hydroxypyrrolidin-1-yl)pyrimidin-4-yl)-3-phenylazetidine-1-carboxamide C1(CC1)C=1C=CC=2N(C1)C=C(N2)[C@@H]2N(C[C@H](C2)O)C2=CC(=NC=N2)NC(=O)N2CC(C2)C2=CC=CC=C2